2-(3-((S)-3-(tert-butoxy)-2-((R)-1-(tert-butoxycarbonyl)pyrrolidin-3-yl)-3-oxopropyl)phenyl)acetic acid C(C)(C)(C)OC([C@@H](CC=1C=C(C=CC1)CC(=O)O)[C@@H]1CN(CC1)C(=O)OC(C)(C)C)=O